C(#N)C=1C=CC(=NC1)N1CCN(CC1)C(=O)C1CN(CCO1)C(=O)OC(C)(C)C tert-butyl 2-[4-(5-cyano-2-pyridyl)piperazine-1-carbonyl]morpholine-4-carboxylate